FC=1C(=NC(=NC1)NC1=CC=C(C=N1)N1CCN(CC1)CC1=C(C=CC=C1)N1C(NC(CC1)=O)=O)C=1C=C(C2=C(N(C(=N2)C)C(C)C)C1)F 1-(2-((4-(6-((5-fluoro-4-(4-fluoro-1-isopropyl-2-methyl-1H-benzo[d]imidazol-6-yl)pyrimidin-2-yl)amino)pyridin-3-yl)piperazin-1-yl)methyl)phenyl)dihydropyrimidine-2,4(1H,3H)-dione